2-(4-(4,4,5,5-tetramethyl-1,3,2-dioxaborolan-2-yl)phenyl)-1H-phenanthrene CC1(OB(OC1(C)C)C1=CC=C(C=C1)C1CC=2C=CC3=CC=CC=C3C2C=C1)C